6-(1,4-dioxan-2-yl)pyrazolo[1,5-a]pyridine O1C(COCC1)C=1C=CC=2N(C1)N=CC2